(Z)-1-((2-methylallyl)oxy)hex-3-ene CC(COCC\C=C/CC)=C